ClC=1C(=NC(=NC1)NC1=CC(=C(C=C1)N1CCC2(CC(C2)NC(OC(C)(C)C)=O)CC1)F)NC1=C(C=CC=C1)P(=O)(C)C tert-butyl (7-(4-((5-chloro-4-((2-(dimethylphosphoryl)phenyl)amino)pyrimidin-2-yl)amino)-2-fluorophenyl)-7-azaspiro[3.5]nonan-2-yl)carbamate